C(C)(C)(C)C1=NN(C(=C1)N1C(N(CC1)C1=CC=C(OC2=CC(=NC=C2)C(=O)NC)C=C1)=O)C=1C=C2C=CC=NC2=CC1 4-(4-(3-(3-tert-butyl-1-(quinolin-6-yl)-1H-pyrazol-5-yl)-2-oxotetrahydroimidazol-1-yl)phenoxy)-N-methylpyridine-2-carboxamide